1-Methoxy-3-(oxiran-2-ylmethoxy)-9H-xanthen-9-one COC1=CC(=CC=2OC3=CC=CC=C3C(C12)=O)OCC1OC1